formamidophenylacetonitrile C(=O)NC(C#N)C1=CC=CC=C1